rac-trans-2-(phenethylamino)cyclopentan C(CC1=CC=CC=C1)NC1CCCC1